3-ethyl-1-vinyl-imidazole bromine salt [Br].C(C)N1CN(C=C1)C=C